4-nitro-6-methoxybenzene sodium [Na].[N+](=O)([O-])C1=CC=CC(=C1)OC